N-(2-(1-methyl-1H-indol-3-yl)-2-(trans-tetrahydro-1H-furo[3,4-c]pyrrol-5(3H)-yl)ethyl)-1H-indole-6-sulfonamide CN1C=C(C2=CC=CC=C12)C(CNS(=O)(=O)C1=CC=C2C=CNC2=C1)N1C[C@H]2[C@H](C1)COC2